6,6'-dihydroxy-2,2'-biphenol OC=1C=CC=C(C1O)C=1C(=C(C=CC1)O)O